C1(=CC=CC=C1)C1(C=CC2=C(O1)C=1C=C(C(=CC1C1=C2C(C2=CC=CC=C21)(C)C)N2CCCCC2)OC)C2=CC=C(C=C2)OCC(CCC(=O)O)C(=O)O 3-phenyl-3-(4-(2-(2-hydroxycarbonylethyl)-carboxyethoxy)phenyl)-6-methoxy-7-piperidinyl-13,13-dimethyl-3h,13h-indeno[2',3':3,4]naphtho[1,2-b]pyran